FC1(CCC(CC1)C1=CC(=NC(=N1)C1=CN=CN1C)C(=O)NC1CC2(COC2)C1)F 6-(4,4-difluorocyclohexyl)-2-(1-methyl-1H-imidazol-5-yl)-N-(2-oxaspiro[3.3]heptan-6-yl)pyrimidine-4-carboxamide